(R)-N-((S)-1-(6-chloropyrido[2,3-b]pyrazin-2-yl)-4'H,6'H-spiro[piperidine-4,5'-pyrrolo[1,2-b]pyrazol]-4'-yl)-2-methylpropane-2-sulfinamide ClC=1C=CC=2C(=NC=C(N2)N2CCC3([C@@H](C=4N(N=CC4)C3)N[S@](=O)C(C)(C)C)CC2)N1